7-((2S,5R)-4-acryloyl-2,5-dimethylpiperazin-1-yl)-10-(5-fluoro-1H-benzo[d][1,2,3]triazol-4-yl)-2,3-dihydro-5H-[1,4]oxazino[2,3,4-ij]quinazolin-5-one C(C=C)(=O)N1C[C@@H](N(C[C@H]1C)C1=NC(N2C3=C(C(=CC=C13)C1=C(C=CC=3NN=NC31)F)OCC2)=O)C